FC(C(=O)N[C@@H](C(C)C)C(=O)N1[C@@H](C[C@H](C1)C(F)(F)F)C(=O)OCC1=CC=CC=C1)(F)F Benzyl N-(trifluoroacetyl)-L-valyl-(4R)-4-(trifluoromethyl)-L-prolinate